Cl.N[C@H](C(=O)N1CCCC1)C (S)-2-amino-1-(pyrrolidin-1-yl)propan-1-one hydrochloride